OCC=1N=CC=C2C1NN=C2 7-hydroxymethyl-pyrazolo[3,4-c]pyridine